[Cl-].C(C1=CC=CC=C1)OC(C(C[NH3+])NC(=O)OCC1=CC=CC=C1)=O 3-(Benzyloxy)-2-(((benzyloxy)carbonyl)amino)-3-oxopropan-1-aminium chloride